NC=1C2=C(N=CN1)NC(=C2C2=CC(=C(C=C2)OC2=NC=CC(=N2)C)F)C=2C(=CC(=NC2)C#C[Si](C)(C)C(C)(C)C)CCCO 3-(5-(4-amino-5-(3-fluoro-4-((4-methylpyrimidin-2-yl)oxy)phenyl)-7H-pyrrolo[2,3-d]pyrimidin-6-yl)-2-((tert-butyldimethylsilyl)ethynyl)pyridin-4-yl)propan-1-ol